C(C1=CC=CC=C1)(C1=CC=CC=C1)N1CCN(CC1)C(CCCCCNC(COC1=C2C(N(C(C2=CC=C1)=O)C1C(NC(CC1)=O)=O)=O)=O)=O N-(6-(4-benzhydrylpiperazin-1-yl)-6-oxohexyl)-2-((2-(2,6-dioxopiperidin-3-yl)-1,3-dioxoisoindolin-4-yl)oxy)acetamide